3-triethoxysilylpropyl methacrylate monosulfide C(C1(CS1)C)(=O)OCCC[Si](OCC)(OCC)OCC